BrC1=NC=C(C(=C1)C1=C(C=NC(=C1)C)C(=O)OC)OC methyl 2'-bromo-5'-methoxy-6-methyl-(4,4'-bipyridine)-3-carboxylate